N-[3-(4-Fluorophenyl)-1-methylazetidin-3-yl]-3-methyl-6-(naphthalen-2-yl)-4-oxo-4,5-dihydropyrazolo[1,5-a]pyrazine-2-carboxamide formic acid salt C(=O)O.FC1=CC=C(C=C1)C1(CN(C1)C)NC(=O)C1=NN2C(C(NC(=C2)C2=CC3=CC=CC=C3C=C2)=O)=C1C